4-((4-(1-(tert-Butyl)-1H-pyrazol-4-yl)pyridin-2-yl)((4-(4-methoxy-3-methylphenyl)bicyclo[2.2.2]octan-1-yl)methyl)carbamoyl)(trans-cyclohexyl) (3-hydroxypropyl)carbamate OCCCNC(O[C@@H]1CC[C@H](CC1)C(N(CC12CCC(CC1)(CC2)C2=CC(=C(C=C2)OC)C)C2=NC=CC(=C2)C=2C=NN(C2)C(C)(C)C)=O)=O